(R)-1,1-difluoro-1-(2-fluoro-3-((R)-1-((2-methyl-6-(2-oxa-6-azaspiro[3.3]heptan-6-yl)-8,9-dihydro-7H-cyclopenta[h]quinazolin-4-yl)amino)ethyl)phenyl)propan-2-ol FC([C@@H](C)O)(C1=C(C(=CC=C1)[C@@H](C)NC1=NC(=NC2=C3C(=C(C=C12)N1CC2(COC2)C1)CCC3)C)F)F